6-chloro-N-(2,4-difluoro-3-(5-fluoro-2-((1-(2-methoxyethyl)piperidin-4-yl)amino)quinazolin-6-yl)phenyl)-1-hydroxy-2,3-dihydro-1H-indene-4-sulfonamide ClC=1C=C(C=2CCC(C2C1)O)S(=O)(=O)NC1=C(C(=C(C=C1)F)C=1C(=C2C=NC(=NC2=CC1)NC1CCN(CC1)CCOC)F)F